N-ethyl-N-(3,3,5-trimethylcyclohexyl)pyrrolidinium xenon [Xe].C(C)[N+]1(CCCC1)C1CC(CC(C1)C)(C)C